N1(C=NC=C1)CC1=CC=C(C=C1)CN1C=NC=C1 1,4-di((1H-imidazol-1-yl)methyl)benzene